di(acetyl)dibutyl-tin C(C)(=O)[Sn](CCCC)(CCCC)C(C)=O